N[C@@](CC(=O)O)(CC)C (R)-3-AMINO-3-METHYLPENTANOIC ACID